1,3-dimethyl-4-ethylbenzene CC1=CC(=C(C=C1)CC)C